CC1=C(C=C(C(=O)NCC2=NC=C3C=CC(=NC3=C2)C2=NC(=CC=C2)N2CC3(CC3)[C@H](CC2)NS(=O)(=O)C2=C(C=CC=C2)[N+](=O)[O-])C=C1)S(=O)(=O)C (S)-4-methyl-3-(methylsulfonyl)-N-((2-(6-(8-((2-nitrophenyl)sulfonamido)-5-azaspiro[2.5]octan-5-yl)pyridin-2-yl)-1,6-naphthyridin-7-yl)methyl)benzamide